FC(OC1=CC=CC=2C(N([C@H]3C=4N([C@@H](C21)C3)C3=C(N4)C=CC(=C3)C#CC(C(F)(F)F)O)C([2H])([2H])[2H])=O)F (7R,14R)-1-(difluoromethoxy)-6-(methyl-d3)-11-(4,4,4-trifluoro-3-hydroxybut-1-yn-1-yl)-6,7-dihydro-7,14-methanobenzo[f]benzo[4,5]imidazo[1,2-a][1,4]diazocin-5(14H)-one